C(C)(=O)O[C@@H](C=O)[C@@H](OC(C)=O)[C@H](OC(C)=O)[C@H](OC(C)=O)COC(C)=O glucose penta-acetate